2-((2S,4S)-1-acryloyl-4-(8-chloro-4-(3-(dimethylamino)-3-methylazetidin-1-yl)-6-fluoro-7-(4-fluorophenyl)-1H-[1,2,3]triazolo[4,5-c]quinolin-1-yl)piperidin-2-yl)acetonitrile C(C=C)(=O)N1[C@@H](C[C@H](CC1)N1N=NC=2C(=NC=3C(=C(C(=CC3C21)Cl)C2=CC=C(C=C2)F)F)N2CC(C2)(C)N(C)C)CC#N